N2-cyclopropyl-N4-(6,6-dimethyl-5-{[(2S)-2,4,5,5-tetramethylpiperazin-1-yl]carbonyl}-1,4,5,6-tetrahydropyrrolo[3,4-c]pyrazol-3-yl)-5-fluoropyrimidine-2,4-diamine C1(CC1)NC1=NC=C(C(=N1)NC=1C2=C(NN1)C(N(C2)C(=O)N2[C@H](CN(C(C2)(C)C)C)C)(C)C)F